1-chloro-4-dimethylphosphoryl-2-fluoro-benzene ClC1=C(C=C(C=C1)P(=O)(C)C)F